5-bromo-3-(methylthio)pyrazin-2-amine BrC=1N=C(C(=NC1)N)SC